tert-butyl 1-[1-(2,6-dibenzyloxy-3-pyridyl)-3-ethyl-2-oxo-benzimidazol-5-yl]piperidine-4-carboxylate C(C1=CC=CC=C1)OC1=NC(=CC=C1N1C(N(C2=C1C=CC(=C2)N2CCC(CC2)C(=O)OC(C)(C)C)CC)=O)OCC2=CC=CC=C2